N1C=NC2=C1C=CC(=C2)N2C(NCC2C2=CC=C(C=C2)C=2SC(=CC2)C2CC2)=O 1-(1H-benzimidazol-5-yl)-5-[4-(5-cyclopropylthiophen-2-yl)phenyl]imidazolidin-2-one